FC1=C2C=CN(C2=CC(=C1)F)C=1SC(=C2C1C[C@@H]([C@H]2O)F)S(=O)(=O)C (4S,5S)-1-(4,6-difluoroindol-1-yl)-5-fluoro-3-(methylsulfonyl)-5,6-dihydro-4H-cyclopenta[c]thiophen-4-ol